(3S)-3-amino-6-(2-(2-aminopyridin-3-yl)-5-(1H-pyrazol-1-yl)-3H-imidazo[4,5-b]pyridin-3-yl)-2,3-dihydro-1H-inden-1-ol N[C@H]1CC(C2=CC(=CC=C12)N1C(=NC=2C1=NC(=CC2)N2N=CC=C2)C=2C(=NC=CC2)N)O